N(=C=O)CC1SC(CC1)CN=C=O 2,5-diisocyanatomethyltetrahydrothiophene